2-((2S,3S,4S)-5-chloro-6-fluoro-2-(hydroxymethyl)-3-methyl-2-phenyl-2,3-dihydrobenzofuran-4-yl)-3-fluoro-4-methoxybenzamide ClC=1C(=CC2=C([C@@H]([C@](O2)(C2=CC=CC=C2)CO)C)C1C1=C(C(=O)N)C=CC(=C1F)OC)F